C(C1=CC=CC=C1)OC(=O)N1CCC2(C(N3C(O2)CCC3OC)=O)CC1 methoxy-3'-oxotetrahydro-3'H-spiro[piperidine-4,2'-pyrrolo[2,1-b]oxazole]-1-carboxylic acid benzyl ester